C(C1C(C(=O)[O-])CCCC1)(=O)OCCCOC(C=C)=O Acryloyloxypropyl hexahydrophthalate